CN1N=CC(=C1)C1=CC=C(C(=O)N([C@H]2CNCCC2)C2=NC=CC=C2C)C=C1 (R)-4-(1-methyl-1H-pyrazol-4-yl)-N-(3-methylpyridin-2-yl)-N-(piperidin-3-yl)benzamide